CN1C=NC(=C1)N1C=NC(=C1)N 1'-methyl-1'H-[1,4'-biimidazole]-4-amine